ClC=1C=CC2=C(N=C(N=C2)OC[C@H]2N(CCC2)C)N1 7-Chloro-2-(((S)-1-methylpyrrolidin-2-yl)methoxy)pyrido[2,3-d]pyrimidine